N1CC(SCC1)=O 2-thiomorpholinone